C(C)C1=CC=C(C=C1)S(=O)(=O)NCCN1CCC(CC1)CN1N=NC(=C1)C1=C(NC2=CC=C(C=C12)F)C(=O)OCCN 2-Aminoethyl 3-(1-((1-(2-((4-ethylphenyl)sulfonamido)ethyl)piperidin-4-yl)methyl)-1H-1,2,3-triazol-4-yl)-5-fluoro-1H-indole-2-carboxylate